racemic-4-(1-(2,4-difluorophenyl)ethyl)-1-(2-(pyrimidin-4-yl)nicotinoyl)piperidine-4-carbonitrile FC1=C(C=CC(=C1)F)[C@H](C)C1(CCN(CC1)C(C1=C(N=CC=C1)C1=NC=NC=C1)=O)C#N |r|